C(#N)N1CCC(CC1)C1=C2N(N=C1)C(=C(N2)C2=CC=C(C=C2)OC2=CC=CC=C2)C(=O)N 7-(1-cyanopiperidin-4-yl)-2-(4-phenoxyphenyl)-1H-imidazo[1,2-b]Pyrazole-3-Formamide